C(C)(C)(C)OC(=O)N1CCC2(CC1)[C@@H](CC=1C2=NC=CC1)N[S@](=O)C(C)(C)C (6R)-6-{[(R)-2-methylpropane-2-sulfinyl]amino}-5,6-dihydro-spiro[cyclopenta[b]pyridine-7,4'-piperidine]-1'-carboxylic acid tert-butyl ester